3-(2,6-diisopropylphenylimino)-5-octanone C(C)(C)C1=C(C(=CC=C1)C(C)C)N=C(CC)CC(CCC)=O